N-[3-[(2,3-dihydroxypropyl)(2-hydroxyethyl)amino]propyl]isostearamide OC(CN(CCCNC(CCCCCCCCCCCCCCC(C)C)=O)CCO)CO